OCCC1CCN(CC1)C1=CC=C(C=C1)C1=NC=2C=CC3=C(C2C=C1)C1=C(S3)C(N[C@@H](CN1)C)=O (R)-3-(4-(4-(2-hydroxyethyl)piperidin-1-yl)phenyl)-10-methyl-9,10,11,12-tetrahydro-8H-[1,4]diazepino[5',6':4,5]thieno[3,2-f]quinolin-8-one